4-Amino-3,3-dimethylbutyltri-ethoxysilane NCC(CC[Si](OCC)(OCC)OCC)(C)C